2-((4-(7-chloro-[1,2,4]triazolo[1,5-a]pyridin-6-yl)piperidin-1-yl)sulfonyl)-5-methyl-1,3,4-thiadiazole ClC1=CC=2N(C=C1C1CCN(CC1)S(=O)(=O)C=1SC(=NN1)C)N=CN2